ClC=1C(=NC=CC1SC=1C=CC=2C(=NC=C(N2)N2CCC3(CC2)[C@@H](C2=CC=C(C=C2C3)OC)N[S@](=O)C(C)(C)C)N1)C (R)-N-((S)-1'-(6-((3-chloro-2-methylpyridin-4-yl)thio)pyrido[2,3-b]pyrazin-2-yl)-5-methoxy-1,3-dihydrospiro[indene-2,4'-piperidin]-1-yl)-2-methylpropane-2-sulfinamide